CN1C(C(=CC2=C1C(NN=C2)=O)C(=O)OCC)=O ethyl 1-methyl-2,8-dioxo-1,2,7,8-tetrahydropyrido[2,3-d]pyridazine-3-carboxylate